CC1(OB(OC1(C)C)C1=CC(=C(C(=O)N)C=C1)C(F)(F)F)C 4-(4,4,5,5-tetramethyl-1,3,2-dioxaborolan-2-yl)-2-(trifluoromethyl)benzamide